5-(benzyl(methyl)amino)-N-(3-hydroxyphenyl)-7-(1H-pyrazol-4-yl)-3-(tetrahydro-2H-pyran-4-yl)pyrazolo[1,5-a]pyrimidine-2-carboxamide C(C1=CC=CC=C1)N(C1=NC=2N(C(=C1)C=1C=NNC1)N=C(C2C2CCOCC2)C(=O)NC2=CC(=CC=C2)O)C